7-[(3R)-3-methyl-1,2,3,4-tetrahydroisoquinoline-2-carbonyl]-1,2,3,4-tetrahydroisoquinoline-2-carboxamide C[C@H]1N(CC2=CC=CC=C2C1)C(=O)C1=CC=C2CCN(CC2=C1)C(=O)N